ClC1=C(C(=C(C=C1)C1=NC(=NC2=NC(=CN=C12)C)[C@H]1C[C@H](OCC1)C1=CC(=NC=C1)C)F)F 4-(4-chloro-2,3-difluorophenyl)-7-methyl-2-((2S,4R)-2-(2-methylpyridin-4-yl)tetrahydro-2H-pyran-4-yl)pteridine